ClC(C1=NC(=NO1)C1=CC=C(CN2N=CN=C2NS(=O)(=O)C)C=C1)(F)F N-[1-(4-{5-[chloro(difluoro)methyl]-1,2,4-oxadiazol-3-yl}benzyl)-1H-1,2,4-triazol-5-yl]methanesulfonamide